6-chloro-5-(2,6-difluorophenyl)-3-methyl-7-(trifluoromethyl)-3H-1,4-benzodiazepine-2-Amine ClC1=C(C=CC2=C1C(=NC(C(=N2)N)C)C2=C(C=CC=C2F)F)C(F)(F)F